11,12-methyleneoctadecenoic acid C1C(CCCCCCCC=CC(=O)O)C1CCCCCC